diethyl triphenylethyl phosphate P(=O)(OCC)(OCC)OCC(C1=CC=CC=C1)(C1=CC=CC=C1)C1=CC=CC=C1